FC1=C(C=CC(=C1)F)C=1C(=NN2C1N=C(C=C2)C=2C=NC(=CC2)C(F)(F)F)C 3-(2,4-difluorophenyl)-2-methyl-5-(6-(trifluoromethyl)pyridin-3-yl)pyrazolo[1,5-a]pyrimidin